CC1=CC=C(C=C1)C1=CC(=CC=2C=3C=CC=C4C=C5C(=C(C12)C43)C=4C=CC=C3C=C(C=C5C43)N)N 4-methylphenyl-acenaphtho[1,2-a]fluoranthene-3,10-diamine